ClC1=C(NC2=CC=C(C(=C12)Cl)F)C(=O)N1[C@@H](CN(CC1)C(C)=O)C (R)-1-(4-(3,4-dichloro-5-fluoro-1H-indole-2-carbonyl)-3-methylpiperazin-1-yl)ethan-1-one